ClC1=NC(=NC(=N1)N1C(=NC2=C1C=CC=C2)C(F)F)N2CCOCC2 (4-chloro-6-(2-(difluoromethyl)-1H-benzo[D]imidazol-1-yl)-1,3,5-triazin-2-yl)morpholine